3-(5-((4-(4'-chloro-[1,1'-biphenyl]-2-carbonyl)piperazin-1-yl)methyl)-4-fluoro-1-oxoisoindolin-2-yl)piperidine-2,6-dione ClC1=CC=C(C=C1)C=1C(=CC=CC1)C(=O)N1CCN(CC1)CC=1C(=C2CN(C(C2=CC1)=O)C1C(NC(CC1)=O)=O)F